lactamide-13C [13C](C(O)C)(=O)N